1-Vinyl-imidazole Barium [Ba].C(=C)N1C=NC=C1